OCCCCS(=O)(=O)OCCC Propyl hydroxybutyl-sulfonate